Cl.Cl.Cl.CC=1C(=C(C=2C(N1)=NON2)N)CN2CCNCC2 5-methyl-6-[(piperazin-1-yl)methyl]-[1,2,5]oxadiazolo[3,4-b]pyridin-7-amine tri-hydrochloride